Bis(3-methoxysalicylidene)-3-oxapentane-1,5-diamine COC1=C(C(C=C(C(N)=CC=2C(O)=C(C=CC2)OC)OCCN)=CC=C1)O